P(OCCCNC)([O-])=O methylaminopropyl phosphonate